FC(C(=O)O)(F)F.ClC1=CC=C(C[C@H]2CO[C@H](CN2C2CCC(CC2)C2=NN(C(=C2)C)C)C=2OC(=NN2)C)C=C1 (2R,5S)-5-(4-chlorobenzyl)-4-(4-(1,5-dimethyl-1H-pyrazol-3-yl)cyclohexyl)-2-(5-methyl-1,3,4-oxadiazol-2-yl)morpholine 2,2,2-trifluoroacetate